(5-chloro-3-iodothieno[3,2-b]pyridin-7-yl)(thiophen-2-ylmethyl)carbamic acid tert-butyl ester C(C)(C)(C)OC(N(CC=1SC=CC1)C1=C2C(=NC(=C1)Cl)C(=CS2)I)=O